CN1C(=NC2=C1C=C(C=C2)N)C 1,2-dimethyl-1H-benzo[d]imidazol-6-amin